(8-{5-[3-((1S,3R)-3-amino-Cyclopentyl)-ureido]-6-methoxy-pyridin-2-yl}-2,3-dihydro-benzo[1,4]dioxin-2-ylmethyl)-amid N[C@H]1C[C@H](CC1)NC(NC=1C=CC(=NC1OC)C1=CC=CC2=C1OC(CO2)C[NH-])=O